4-aminobenzoic acid-2-ethylhexyl ester C(C)C(COC(C1=CC=C(C=C1)N)=O)CCCC